C1(CC1)CN1C(CCC1)C(=CNS(=O)=O)C(NC1=C2CCCC2=CC=2CCCC12)=O 2-(1-(cyclopropylmethyl)pyrrolidin-2-yl)-N-((1,2,3,5,6,7-hexahydro-S-indacen-4-yl)carbamoyl)vinylsulfonamide